C(C)(C)(C)OC(=O)N1CC(CCC1)(C(=O)O)CC1=CC=C(C=C1)Cl 1-(tert-butoxycarbonyl)-3-(4-chlorobenzyl)piperidine-3-carboxylic acid